C(=O)(OC(C)(C)C)N(CC)CCO bochydroxyethyl-ethylamine